C(C)(=O)OCCC1=CC=CC=C1 2-Phenylethyl acetate